N,N'-1,4-butanediylbis(behenamide) C(CCCNC(CCCCCCCCCCCCCCCCCCCCC)=O)NC(CCCCCCCCCCCCCCCCCCCCC)=O